C(CC)(OC(C)C)(OC(C)C)OC(C)C triisopropyl orthopropionate